dicyclohexyl-(2-methoxyphenyl)methoxysilane C1(CCCCC1)[SiH](OCC1=C(C=CC=C1)OC)C1CCCCC1